2-(2-cyclopropyl-3-pyridinyl)-7-methyl-9-[[4-[1-methyl-4-(trifluoromethyl)imidazol-2-yl]phenyl]methyl]purin-8-imine C1(CC1)C1=NC=CC=C1C1=NC=C2N(C(N(C2=N1)CC1=CC=C(C=C1)C=1N(C=C(N1)C(F)(F)F)C)=N)C